[2-[6-[[5-(4-fluorophenyl)thiazol-2-yl]amino]imidazo[4,5-c]pyridin-1-yl]ethyl]-4-hydroxy-pyrrolidine-2-carboxamide FC1=CC=C(C=C1)C1=CN=C(S1)NC1=CC2=C(C=N1)N=CN2CCN2C(CC(C2)O)C(=O)N